C(C1=CC=CC=C1)N(CCC(=O)NN)CC1=CC=CC=C1 3-(dibenzylamino)propanehydrazide